((1S)-2,2-difluorodihydro-1'H,3'H-spiro[cyclopropane-1,2'-pyrrolizin]-7a'(5'H)-yl)methanol FC1(C[C@]12CC1(CCCN1C2)CO)F